BrC=1C=CC2=C(CCS2(=O)=O)C1 5-bromo-2,3-dihydrobenzothiophene 1,1-dioxide